CNC(C)S N-methylaminoethanethiol